FC1=CC=C(/C=C/C2=CC=NC=3C(C(=C(C(C23)=O)NC(CCCC)=O)N2CCOCC2)=O)C=C1 (E)-N-(4-(4-fluoro-styryl)-7-morpholino-5,8-dioxo-5,8-dihydroquinolin-6-yl)pentanamide